CC1=C(C2=C(N=N1)SC1=C2N=CN=C1NCC1=C(C=C(C=C1)C(CO)(C)C)F)C 2-[4-[[(3,4-dimethylpyrimidino[4',5':4,5]thieno[2,3-c]pyridazin-8-yl)amino]methyl]-3-fluoro-phenyl]-2-methyl-propan-1-ol